magnesium chloride sodium salt [Na+].[Cl-].[Mg+2].[Cl-].[Cl-]